tris(dibenzylacetone) palladium [Pd].C(C1=CC=CC=C1)C(C(C)=O)CC1=CC=CC=C1.C(C1=CC=CC=C1)C(C(C)=O)CC1=CC=CC=C1.C(C1=CC=CC=C1)C(C(C)=O)CC1=CC=CC=C1